4-(6-(2,5-Difluorophenyl)-6-hydroxy-6-(1-methyl-2-oxo-1,2-dihydropyridin-3-yl)hex-1,3-diyn-1-yl)-1H-pyrrole FC1=C(C=C(C=C1)F)C(CC#CC#CC=1C=CNC1)(C=1C(N(C=CC1)C)=O)O